3,5-dimethyl-2-[3-[1-methyl-3-piperidyl]pyrido[2,3-e][1,2,4]triazin-6-yl]phenol CC=1C(=C(C=C(C1)C)O)C=1C=CC2=C(N=C(N=N2)C2CN(CCC2)C)N1